2-(2-cyanotetrahydro-2H-pyran-2-yl)acetic acid ethyl ester C(C)OC(CC1(OCCCC1)C#N)=O